COC(CCC1=CC(=CC=C1)C(=O)C1=CN=C(N1)C1=CC(=CC=C1)OC=1C(=C2C=CNC2=CC1)CNC(C)(C)C)=O 3-(3-(2-(3-((4-((tert-butylamino)methyl)-1H-indol-5-yl)oxy)phenyl)-1H-imidazole-5-carbonyl)phenyl)propanoic acid methyl ester